OC1C2=CC=CC=C2C=2C=CC(=CC12)NC(N(C)C)=O 3-(9-hydroxy-9H-fluoren-2-yl)-1,1-dimethylurea